phenyl-dimethyl-boron tert-butyl-4-(4-cyanophenyl)-1-methyl-1H-pyrazole-3-carboxylate C(C)(C)(C)OC(=O)C1=NN(C=C1C1=CC=C(C=C1)C#N)C.C1(=CC=CC=C1)B(C)C